N[C@H]1CN(C[C@@H](C1)F)C(=O)C1=CC2=C(N(C(=N2)C=2N(C3=CC(=CC=C3C2)C=2C=C3CNC(C3=CC2)=O)CC2CC2)C)C(=C1)OC 5-(2-{5-[(3R,5R)-3-amino-5-fluoropiperidine-1-carbonyl]-7-methoxy-1-methyl-1H-1,3-benzodiazol-2-yl}-1-(cyclopropylmethyl)-1H-indol-6-yl)-2,3-dihydro-1H-isoindol-1-one